Tert-butyl (2-(1-(4-fluorophenyl)vinyl)pyridin-4-yl)carbamate FC1=CC=C(C=C1)C(=C)C1=NC=CC(=C1)NC(OC(C)(C)C)=O